N-(6-fluoropyridin-3-yl)-10-methoxy-7-thia-2,5-diazatricyclo[6.4.0.02,6]dodeca-1(12),3,5,8,10-pentaene-4-carboxamide FC1=CC=C(C=N1)NC(=O)C1=CN2C3=CC=C(C=C3SC2=N1)OC